N-(2-((2-(dimethylamino)ethyl)(methyl)amino)-4-methoxy-5-((4-(3,3,5-trimethyl-2,3-dihydro-1H-pyrrolo[3,2-b]pyridin-1-yl)pyrimidin-2-yl)amino)phenyl)acrylamide CN(CCN(C1=C(C=C(C(=C1)OC)NC1=NC=CC(=N1)N1CC(C2=NC(=CC=C21)C)(C)C)NC(C=C)=O)C)C